C(C)OC(=O)C=1C(=NN(C1C=O)C)C(F)(F)F 5-formyl-1-methyl-3-(trifluoromethyl)-1H-pyrazole-4-carboxylic acid ethyl ester